(R)-2-methyl-N-((2Z,3E)-1,1,1-trifluoro-4-phenylbut-3-en-2-ylidene)propane-2-sulfinamide CC(C)(C)[S@@](=O)\N=C(/C(F)(F)F)\C=C\C1=CC=CC=C1